CN1C=C(C=C1)C(=O)N 1-methylpyrrole-3-carboxamide